CS(=O)(=O)[O-].C(CCCCCCCCCCC)[N+]1=CC=C(C=C1)CCC 1-Dodecyl-4-propylpyridinium methanesulfonate